N-[4-Methoxy-7-(tetrahydro-pyran-4-yl)-thiazolo[4,5-c]pyridin-2-yl]-4-(2-oxo-pyrrolidin-1-ylmethyl)-benzamide COC1=NC=C(C2=C1N=C(S2)NC(C2=CC=C(C=C2)CN2C(CCC2)=O)=O)C2CCOCC2